COC(=O)C1=CC=2C=3N(CCCC2O1)N=CC3Cl 1-chloro-6,7-dihydro-5H-furo[3,2-c]pyrazolo[1,5-a]azepine-9-carboxylic acid methyl ester